4-(1-ethyl-1H-imidazol-4-yl)-2-[(3R)-3-methylmorpholin-4-yl]-8-(1H-pyrazol-5-yl)-1,7-naphthyridine C(C)N1C=NC(=C1)C1=CC(=NC2=C(N=CC=C12)C1=CC=NN1)N1[C@@H](COCC1)C